1,3-bis(di-phenylphosphino)propane C1(=CC=CC=C1)P(CCCP(C1=CC=CC=C1)C1=CC=CC=C1)C1=CC=CC=C1